C(CCCCCCCCCCC)SC(CC(C)=O)C1C(=CCCC1(C)C)C (±)-4-(dodecylthio)-4-(2,6,6-trimethylcyclohex-2-en-1-yl)butan-2-one